4-(Nitrooxy)Butanoic Acid [N+](=O)([O-])OCCCC(=O)O